(3-fluorophenyl)-7-methyl-6-(3-azaspiro[5.5]undec-8-en-9-yl)-7H-pyrrolo[2,3-d]pyrimidin-4-amine FC=1C=C(C=CC1)C=1N=C(C2=C(N1)N(C(=C2)C2=CCC1(CCNCC1)CC2)C)N